4-iodo-1-((1-(2-methoxyethoxy)cyclohexyl)methyl)-5-methyl-1H-pyrazole IC=1C=NN(C1C)CC1(CCCCC1)OCCOC